C1(CC1)COC1=C(N=NC(=C1)C=1C(=NC(=NC1)OC)OC)C 4-(cyclopropylmethoxy)-6-(2,4-dimethoxypyrimidin-5-yl)-3-methyl-pyridazine